N-(1-methylpiperidin-4-yl)quinoline-5-carboxamide CN1CCC(CC1)NC(=O)C=1C=2C=CC=NC2C=CC1